ClC1=NC=C(C(=C1)C=1C=NC(=CC1C(=O)NC=1SC(=NN1)OC)CC)OC 2'-chloro-6-ethyl-5'-methoxy-N-(5-methoxy-1,3,4-thiadiazol-2-yl)-[3,4'-bipyridine]-4-carboxamide